5-hydroxy-4-[3-(2-hydroxy-prop-2-yl)oxiran-2-yl]-1-methyl-7-oxabicyclo[4.1.0]hept-3-en-2-one OC1C(=CC(C2(OC12)C)=O)C1OC1C(C)(C)O